OC(C(=O)N1CC2=C(C=C(C=C2CC1)C=1N=C2C(=NC1)N(C=C2C(=C)C)S(=O)(=O)CC2=CC=CC=C2)[C@H]2NCCOC2)(C)C (R)-3-(2-(2-hydroxy-2-methylpropionyl)-6-(7-(prop-1-ene-2-yl)-5-toluenesulfonyl-5H-pyrrolo[2,3-b]pyrazin-2-yl)-1,2,3,4-tetrahydroisoquinolin-8-yl)morpholine